C(C)(C)(C)OC(=O)N1[C@H]2C[C@@H]([C@H]2[C@@H](CC1=O)CC=C)C(=O)OC(C)(C)C |r| racemic-(1SR,5RS,6RS,7SR)-5-allyl-3-oxo-2-azabicyclo[4.2.0]Octane-2,7-dicarboxylic acid di-tert-butyl ester